C(C)OC(=O)C=1N=CC2=CC=C(C=C2C1)C1=CN=C(S1)N.FC1=CC=C(C=C1)C=CC(C)=O 4-(p-fluorophenyl)but-3-en-2-one ethyl-6-(2-aminothiazol-5-yl)isoquinoline-3-carboxylate